NC1=NC=2C=CC=CC2C2=C1N=C(N2CC2=CC=C(CNC(CCCCCCCCCCCCCCCC)=O)C=C2)CCCC N-(4-((4-amino-2-butyl-1H-imidazo[4,5-c]quinolin-1-yl)methyl)benzyl)heptadecanamide